N-(3-((2-((4-(dimethylamino)phenyl)amino)-5-(4-(trifluoromethyl)phenyl)pyrimidin-4-yl)amino)-4-fluorophenyl)acrylamide trifluoroacetate FC(C(=O)O)(F)F.CN(C1=CC=C(C=C1)NC1=NC=C(C(=N1)NC=1C=C(C=CC1F)NC(C=C)=O)C1=CC=C(C=C1)C(F)(F)F)C